8-Bromo-4-chloro-2-oxo-2H-chromene-3-carboxylic acid methyl ester COC(=O)C=1C(OC2=C(C=CC=C2C1Cl)Br)=O